ClC1=CN=CC(=N1)C1=CC=C(C(=O)NC(CC)(CC)C=2N=C(SC2)NS(=O)(=O)C2CC2)C=C1 4-(6-chloropyrazin-2-yl)-N-(3-(2-(cyclopropanesulfonamido)thiazol-4-yl)pentan-3-yl)benzamide